2-((trans)-3-(4-((5-(2,4-difluoro-5-methylphenyl)imidazo[1,2-a]pyrazin-8-yl)amino)-1H-pyrazol-1-yl)cyclobutyl)ethan-1-ol FC1=C(C=C(C(=C1)F)C)C1=CN=C(C=2N1C=CN2)NC=2C=NN(C2)[C@@H]2C[C@H](C2)CCO